1-(4-bromo-3-nitrophenyl)ethan-1-one BrC1=C(C=C(C=C1)C(C)=O)[N+](=O)[O-]